Nitro-benzene [N+](=O)([O-])C1=CC=CC=C1